4-(2,3-dichloro-6-hydroxyphenyl)piperazine-2-carboxamide ClC1=C(C(=CC=C1Cl)O)N1CC(NCC1)C(=O)N